N1C=C(C2=CC=CC=C12)C1=NNC(=C1)NC(C1=CC=C(C=C1)NC1CCN(CC1)C)=O N-(3-(1H-indol-3-yl)-1H-pyrazol-5-yl)-4-((1-methylpiperidin-4-yl)amino)benzamide